C(CCCCCC)OC(CCC(=O)OCCCCCCCC(CCCCCCCOC(CCC(OCCCCCCC)OCCCCCCC)=O)N(CC1CCN(CC1)C)C(=O)Cl)OCCCCCCC 8-((chlorocarbonyl)((1-methylpiperidin-4-yl)methyl)amino)pentadecane-1,15-diyl bis(4,4-bis(heptyloxy)butanoate)